3-methoxyacetamido-5-(2,3-dihydroxyl-n-propylcarbamoyl)-2,4,6-triiodobenzoyl chloride COCC(=O)NC=1C(=C(C(=O)Cl)C(=C(C1I)C(NCC(CO)O)=O)I)I